[2-(4-hydroxy-2-methylphenyl)-1-methylpyrrolo[3,2-c]pyridin-6-yl]cyclopropanecarboxamide OC1=CC(=C(C=C1)C1=CC=2C=NC(=CC2N1C)C1(CC1)C(=O)N)C